4-bromo-7-methoxyisoquinolin-1(2H)-one BrC1=CNC(C2=CC(=CC=C12)OC)=O